FC([C@H](C)OCC(=O)O)(F)F (S)-2-((1,1,1-trifluoropropan-2-yl)oxy)acetic acid